BrC1=CC(=C(C(=C1N)OC)F)F 6-bromo-3,4-difluoro-2-methoxyaniline